CNC=1OC(=NN1)C1=C(C=CC=C1)NC1=CC=C(C=C1)C(F)(F)F N-methyl-5-(2-((4-(trifluoromethyl)phenyl)amino)phenyl)-1,3,4-oxadiazol-2-amine